C1(CC1)C=1C=C(OC=2C(=CC=3N(N2)C=CC3)C3=NOC[C@H](N3)CC3=C(C=C(C=C3)Cl)Cl)C=CC1 |r| 2-(3-cyclopropylphenoxy)-3-[(5RS)-5-(2,4-dichlorobenzyl)-5,6-dihydro-4H-1,2,4-oxadiazin-3-yl]pyrrolo[1,2-b]pyridazine